(7-(3-Ethyl-5-methylphenyl)-2-azaspiro[3.5]nonan-2-yl)((1s,3s)-3-hydroxy-3-methylcyclobutyl)methanon C(C)C=1C=C(C=C(C1)C)C1CCC2(CN(C2)C(=O)C2CC(C2)(C)O)CC1